4-((2-phenyl-7-((tetrahydro-2H-pyran-4-yl)amino)-1H-indol-5-yl)methyl)thiomorpholine 1,1-dioxide C1(=CC=CC=C1)C=1NC2=C(C=C(C=C2C1)CN1CCS(CC1)(=O)=O)NC1CCOCC1